IC1=C(C(=O)OCCOC(C(=C)C)=O)C=C(C=C1I)I 2-(methacryloyloxy)ethyl 2,3,5-triiodobenzoate